Caffeic Acid phenethyl ester C(CC1=CC=CC=C1)OC(\C=C\C1=CC(O)=C(O)C=C1)=O